tert-butyl 3-[6-bromo-1-[5-(difluoromethyl)-6-[3-(difluoromethyl)-5-methyl-pyrazol-1-yl]-2-pyridyl]benzimidazol-5-yl]oxypyrrolidine-1-carboxylate BrC=1C(=CC2=C(N(C=N2)C2=NC(=C(C=C2)C(F)F)N2N=C(C=C2C)C(F)F)C1)OC1CN(CC1)C(=O)OC(C)(C)C